1-(2,5-dimethoxy-4-(4,4,4-trifluorobutyl)phenyl)propan-2-amine COC1=C(C=C(C(=C1)CCCC(F)(F)F)OC)CC(C)N